tert-butyl (S)-3-(4-((5-chloro-6-phenoxypyridin-3-yl)amino)pyrido[3,2-d]pyrimidin-6-yl)piperidine-1-carboxylate ClC=1C=C(C=NC1OC1=CC=CC=C1)NC=1C2=C(N=CN1)C=CC(=N2)[C@@H]2CN(CCC2)C(=O)OC(C)(C)C